FC1=NC(=CC=C1C=1NC2=CC=C(C=C2C1)O)N1C[C@H](CCC1)OC 2-{2-fluoro-6-[(3S)-3-methoxypiperidin-1-yl]pyridin-3-yl}-1H-indol-5-ol